C(CCC)N(C1=NC=NC=N1)CCCC 6-(dibutylamino)-1,3,5-triazine